BrC=1C=C(C2=C(NC(CCC2)=O)C1)F 8-bromo-6-fluoro-1,3,4,5-tetrahydro-2H-benzo[b]azepin-2-one